2-(3-acetyl-2-aminophenoxy)ethyl methacrylate C(C(=C)C)(=O)OCCOC1=C(C(=CC=C1)C(C)=O)N